C1(=CC=CC=C1)S(=O)(=O)O.C(C)(=O)N1CC2(C1)CCN(CC2)C(=O)[C@@H](CCCCN)NC([C@@H](CC(C)C)NC([C@@H](CC2=CC=CC=C2)N)=O)=O (2R)-N-[(1R)-1-(2-acetyl-2,7-diazaspiro[3.5]nonane-7-carbonyl)-5-amino-pentyl]-2-[[(2R)-2-amino-3-phenyl-propionyl]amino]-4-methyl-pentanamide benzenesulfonate